(S)-N-(3-(5-chloro-2-methoxyphenyl)-1-(3,3,3-trifluoro-2-hydroxypropyl)-1H-pyrazol-4-yl)pyrazolo[1,5-a]pyrimidine-3-carboxamide ClC=1C=CC(=C(C1)C1=NN(C=C1NC(=O)C=1C=NN2C1N=CC=C2)C[C@@H](C(F)(F)F)O)OC